C(C)(C)(C)OC(=O)N[C@H](C(=O)OC)C[C@@H](C(=O)OC)[C@H](CN1C(C2=CC=CC=C2C1=O)=O)C=C dimethyl (2S,4R)-2-((tert-butoxycarbonyl)amino)-4-((R)-1-(1,3-dioxoisoindolin-2-yl)but-3-en-2-yl)pentanedioate